8-bromo-5-(1-((tert-butyldimethylsilyl)oxy)propan-2-yl)-3-chloroisoquinoline BrC=1C=CC(=C2C=C(N=CC12)Cl)C(CO[Si](C)(C)C(C)(C)C)C